2-(tert-butylsulfinyl)-1-(4-(5-(trifluoromethyl)-1,2,4-oxadiazol-3-yl)phenyl)ethan-1-one C(C)(C)(C)S(=O)CC(=O)C1=CC=C(C=C1)C1=NOC(=N1)C(F)(F)F